OC(CNC1=CC=C(N=N1)C1=C(C=C(C=C1C)C(F)(F)F)O)C(C)C 2-(6-((2-hydroxy-3-methylbutyl)amino)pyridazin-3-yl)-3-methyl-5-(trifluoromethyl)phenol